C(C1=CC=CC=C1)OC1=C(C=O)C=CC(=C1)OCC1CC1 2-(benzyloxy)-4-(cyclopropylmethoxy)benzaldehyde